dibenzo[c,f][1,2]thiazepine-5,5-dione C1=CC=CC2=C1C=C1C(=NS2(=O)=O)C=CC=C1